C(#C)C=1C=NC(=NC1)NC(OC(C)(C)C)=O tert-butyl (5-ethynyl-2-pyrimidinyl)carbamate